CC=1N(C=CN1)CC1=CC=C(C=C1)NC(=O)NC1=NN(C=C1)C 1-(4-((2-methyl-1H-imidazol-1-yl)methyl)phenyl)-3-(1-methyl-1H-pyrazol-3-yl)urea